NC1=C(C=C(OCCS(=O)(=O)O)C=C1)C 2-(4-amino-3-methylphenoxy)ethane-1-sulfonic acid